C(CC)N(CCC)[Si](C1=CC=C(C=C1)C(=C)C)(N(CCC)CCC)N(CCC)CCC tris(dipropylamino)(4-isopropenylphenyl)silane